(methyldimethoxysilylpropyl)-(methyldimethoxysilylhexyl)amine C[Si](OC)(OC)CCCNCCCCCC[Si](OC)(OC)C